C(C=C)OC(=O)[C@@H]1N(CCC1)C(CCC(=O)O)=O 4-((R)-2-((allyloxy)carbonyl)pyrrolidin-1-yl)-4-oxobutanoic acid